C(#N)C=1C=NN(C1)[C@H]1C[C@@H](NCC1)C1=CC=C(C(=O)OC)C=C1 |r| (±)-trans-methyl 4-(4-(4-cyano-1H-pyrazol-1-yl)piperidin-2-yl)benzoate